C(C)C=1N=C2N(C=CC=N2)C1C(=O)C1=CC(=C(C=C1)OC)C(F)(F)F (2-ethylimidazo[1,2-a]pyrimidin-3-yl)(4-methoxy-3-(trifluoromethyl)phenyl)methanone